Cl.N[C@H](C(=O)O)CC1=CC=C(C=C1)OC=1C2=C(N=C(N1)N)N(C=C2)CC2=C(C=C(C=C2)F)C2=CC=C(C=C2)CO (S)-2-amino-3-(4-((2-amino-7-((5-fluoro-4'-(hydroxymethyl)-[1,1'-biphenyl]-2-yl)methyl)-7H-pyrrolo[2,3-d]pyrimidine-4-yl)oxy)phenyl)propionic acid hydrochloride